CC(CNS(=O)(=O)C1=NC=CC2=CC=C3C(=C12)CCC3)C (2-Methylpropylsulfamoyl)-8,9-dihydro-7H-cyclopenta[H]Isoquinoline